NC1=NC=2C=C(C=CC2C2=C1N=C(N2CC(C)(O)C)COCC)OC2=CC(=CC=C2)CN 1-(4-amino-7-(3-(aminomethyl)phenoxy)-2-(ethoxymethyl)-1H-imidazo[4,5-c]quinolin-1-yl)-2-methylpropan-2-ol